2-(4-amino-3,5-dimethylphenyl)-6-fluoro-1,4-dihydroisoquinolin-3(2H)-one-4,4-d2 NC1=C(C=C(C=C1C)N1CC2=CC=C(C=C2C(C1=O)([2H])[2H])F)C